C(CCCNC(CCCCCCC\C=C/CC=CCCCCC)=O)NC(CCCCCCCC=CCC=CCCCCC)=O (Z)-N,N'-(butane-1,4-diyl)bis(octadeca-9,12-dienamide)